ClC1=CC(=C(C(=C1C(=O)C1=CC=CC=C1)OC)OC)OC (6-chloro-2,3,4-trimethoxyphenyl)(phenyl)methanone